(R)-2-((1-(3-cyano-2-(4-(4-cyano-2-fluorophenyl)piperazin-1-yl)-7-methyl-4-oxo-4H-pyrido[1,2-a]pyrimidin-9-yl)ethyl)amino)benzoic acid C(#N)C1=C(N=C2N(C1=O)C=C(C=C2[C@@H](C)NC2=C(C(=O)O)C=CC=C2)C)N2CCN(CC2)C2=C(C=C(C=C2)C#N)F